(1'R,2'R)-5'-(hydroxymethyl)-4-pentyl-2'-(prop-1-ene-2-yl)-1',2',3',4'-tetrahydro-[1,1'-biphenyl]-2,6-diol OCC=1CC[C@H]([C@@H](C1)C=1C(=CC(=CC1O)CCCCC)O)C(=C)C